(S)-7,7-difluoro-2-((4-((2-hydroxy-1-phenylethyl)amino)-5-(5-(pyridin-3-yl)-1,3,4-oxadiazol-2-yl)pyridin-2-yl)amino)-6,7-dihydro-5H-pyrrolo[3,4-b]pyridin-5-one FC1(NC(C=2C1=NC(=CC2)NC2=NC=C(C(=C2)N[C@H](CO)C2=CC=CC=C2)C=2OC(=NN2)C=2C=NC=CC2)=O)F